The molecule is trianion of 5-amino-1-(5-phospho-D-ribosyl)imidazole-4-carboxylic acid. It has a role as a human metabolite and a Saccharomyces cerevisiae metabolite. It is an organophosphate oxoanion and an imidazolyl carboxylic acid anion. It is a conjugate base of a 5-amino-1-(5-phospho-D-ribosyl)imidazole-4-carboxylic acid. C1=NC(=C(N1[C@H]2[C@@H]([C@@H]([C@H](O2)COP(=O)([O-])[O-])O)O)N)C(=O)[O-]